21-mercaptohenicosan-1-ol SCCCCCCCCCCCCCCCCCCCCCO